2-{6-azaspiro[2.5]octane-6-yl}-N-[2-(4,4-difluoropiperidin-1-yl)-6-methoxypyrimidin-4-yl]-4-(2-hydroxyethanesulfonylamino)naphthalene-1-carboxamide C1CC12CCN(CC2)C2=C(C1=CC=CC=C1C(=C2)NS(=O)(=O)CCO)C(=O)NC2=NC(=NC(=C2)OC)N2CCC(CC2)(F)F